tert-butyl (rac)-2-(4-bromophenyl)-2,3,4,5a,6,7,8,9-octahydro-5H-10-oxa-1,2,5,7-tetraazacycloocta[cd]indene-5-carboxylate BrC1=CC=C(C=C1)N1N=C2C=3[C@@H](N(CCC13)C(=O)OC(C)(C)C)CNCCO2 |r|